C1(CC1)NC(C1=NC=C(C=C1)N1C[C@@H]2N(CC3=C(C=C4C=C(C(NC4=C3)=O)CC)OCC2)CC1)=O (R)-N-cyclopropyl-5-(10-ethyl-11-oxo-1,2,4,4a,5,6,11,14-octahydro-3H,12H-pyrazino[1',2':5,6][1,5]oxazocino[2,3-g]quinolin-3-yl)picolinamide